2-(5-chloro-1-(oxetan-3-yl)-7-vinyl-1H-pyrazolo[4,3-b]pyridin-3-yl)isoindoline-1,3-dione ClC1=CC(=C2C(=N1)C(=NN2C2COC2)N2C(C1=CC=CC=C1C2=O)=O)C=C